1,3,4-tris(6-hydroxyhexyl)imidazolium OCCCCCCN1C=[N+](C(=C1)CCCCCCO)CCCCCCO